methyl (E)-3-methoxy-2-[2-[6-(trifluoromethyl)pyrimidin-4-yl]oxyphenyl]prop-2-enoate CO/C=C(/C(=O)OC)\C1=C(C=CC=C1)OC1=NC=NC(=C1)C(F)(F)F